5H-pyrano[3,4-b]thieno[2,3-d]pyridine-4,9(6H,8H)-dione S1C=CC2=C1C1=C(NC2=O)COCC1=O